C(#N)[C@]1([C@@H](C1)CCOC)NS(=O)(=O)C=1C=C2C(N(C(N(C2=CC1)CC)=O)CC)=O N-((1S,2S)-1-cyano-2-(2-methoxyethyl)cyclopropyl)-1,3-diethyl-2,4-dioxo-1,2,3,4-tetrahydroquinazoline-6-sulfonamide